(1S,2R,3R,5R)-3-((isopropyl(3-((3-phenoxyphenethyl)amino)propyl)amino)methyl)-5-(4-(methylamino)-7H-pyrrolo[2,3-d]pyrimidin-7-yl)cyclopentane-1,2-diol C(C)(C)N(CCCNCCC1=CC(=CC=C1)OC1=CC=CC=C1)C[C@@H]1[C@H]([C@H]([C@@H](C1)N1C=CC2=C1N=CN=C2NC)O)O